N-(2-chlorobenzyl)-2-(3-(4-methoxyphenyl)-6-oxopyridazin-1(6H)-yl)acetamide ClC1=C(CNC(CN2N=C(C=CC2=O)C2=CC=C(C=C2)OC)=O)C=CC=C1